(2S)-{[(3-hydroxyadamantan-1-yl)amino]acetyl}pyrrolidine-2-carbonitrile OC12CC3(CC(CC(C1)C3)C2)NCC(=O)N2[C@@H](CCC2)C#N